N1,N3,N5-tricyclohexylbenzene-1,3,5-triacrylamide C1(CCCCC1)NC(C=CC1=CC(=CC(=C1)C=CC(=O)NC1CCCCC1)C=CC(=O)NC1CCCCC1)=O